C(C)(O[2H])[2H] ethane-1-d-1-ol-d